2,6-diamino-2,3,6-trideoxy-alpha-D-glucose N[C@H]1[C@@H](O)O[C@@H]([C@H](C1)O)CN